ClC=1C=C(C=CC1OC(F)F)NC(C1=C(C=CC=C1)S(=O)(=O)N1CCCCC1)=O N-(3-chloro-4-(difluoromethoxy)phenyl)-2-(piperidin-1-ylsulfonyl)benzamide